(3-cyano-4-(6-(6-((6-methoxypyridin-3-yl)methyl)-3,6-diazabicyclo[3.1.1]hept-3-yl)pyridin-3-yl)pyrazolo[1,5-a]pyridin-6-yl)carbamic acid tert-butyl ester C(C)(C)(C)OC(NC=1C=C(C=2N(C1)N=CC2C#N)C=2C=NC(=CC2)N2CC1N(C(C2)C1)CC=1C=NC(=CC1)OC)=O